1-(3-(difluoromethoxy)phenyl)-2-oxo-2,3-dihydro-1H-benzo[d]imidazole-5-carboxylate FC(OC=1C=C(C=CC1)N1C(NC2=C1C=CC(=C2)C(=O)[O-])=O)F